(2R)-1-methoxy-3-phenyl-propan-2-amine hydrochloride Cl.COC[C@@H](CC1=CC=CC=C1)N